FC1=CC(=CC2=C1OCO2)C=2C=C1C(=NC2)N(N=C1NC(=O)C1=CN=CS1)CCC(C)(C)O N-(5-(7-fluorobenzo[d][1,3]dioxol-5-yl)-1-(3-hydroxy-3-methylbutyl)-1H-pyrazolo[3,4-b]pyridin-3-yl)thiazole-5-carboxamide